C1=NN=C2C=CC3=CN=CC3=C21 pyrazoloisoindole